(2R,3R,4R,5S)-5-(4-aminoimidazo[2,1-f][1,2,4]triazin-7-yl)-4-fluoro-2-(hydroxymethyl)-4-methyltetrahydrofuran-3-ol NC1=NC=NN2C1=NC=C2[C@H]2[C@]([C@@H]([C@H](O2)CO)O)(C)F